C(#N)N=C(NCC(CC1=CC=CC=C1)N(C)C)NC1=C(C=CC=C1)OC 2-cyano-1-(2-(dimethylamino)-3-phenylpropyl)-3-(2-methoxyphenyl)guanidine